N-[3-[2-(difluoromethoxy)-5-[4-fluoro-3-(3-hydroxyazetidin-3-yl)phenoxy]phenyl]-1-methyl-pyrazol-4-yl]pyrazolo[1,5-a]pyrimidine-3-carboxamide FC(OC1=C(C=C(C=C1)OC1=CC(=C(C=C1)F)C1(CNC1)O)C1=NN(C=C1NC(=O)C=1C=NN2C1N=CC=C2)C)F